C(C(C(CCO)O)O)O 1,2,3,5-pentanetetraol